ClC=1C=C(C=CC1F)NC(=O)C1=C(N=CN1C)C1CC2CC(CC2C1)(C1(CC1)S(N)(=O)=O)O N-(3-chloro-4-fluorophenyl)-4-(5-hydroxy-5-(1-sulfamoyl-cyclopropyl)octahydropentalen-2-yl)-1-methyl-1H-imidazole-5-carboxamide